4-(4-([4,4'-bipiperidin]-1-ylmethyl)-3,5-dimethoxyphenyl)-2-methyl-2,7-naphthyridin-1(2H)-one N1(CCC(CC1)C1CCNCC1)CC1=C(C=C(C=C1OC)C1=CN(C(C2=CN=CC=C12)=O)C)OC